1-[(3S)-3-({5-[5-(difluoromethyl)-1-methyl-1H-1,2,4-triazol-3-yl]-6-methylpyridin-2-yl}amino)pyrrolidin-1-yl]-2-(2-methoxypyridin-4-yl)propan-1-one FC(C1=NC(=NN1C)C=1C=CC(=NC1C)N[C@@H]1CN(CC1)C(C(C)C1=CC(=NC=C1)OC)=O)F